ClC=1C=C(C=C2C(=C(C=NC12)C#N)N[C@H](CCO)C1=CC=CC=C1)NC([2H])(C=1C=NC(=CC1)F)C=1N=NN(C1)C1CC1 8-chloro-6-(((1-cyclopropyl-1H-1,2,3-triazol-4-yl)(6-fluoropyridin-3-yl)methyl-d)amino)-4-(((R)-3-hydroxy-1-phenylpropyl)amino)quinoline-3-carbonitrile